ONC(CCCC/C=C(/C(=O)NCCOC)\COC1=CC=CC2=CC=CC=C12)=O (E)-N8-hydroxy-N1-(2-methoxyethyl)-2-((naphthalen-1-yloxy)methyl)-2-octenediamide